2-[({2-[2-ethyl-2-methyl-4-(4-methylphenyl)oxetan-4-yl]ethyl}amino)methyl]phenol C(C)C1(OC(C1)(C1=CC=C(C=C1)C)CCNCC1=C(C=CC=C1)O)C